N-(hydroxymethyl)-N-vinylformamide hydroxyethyl-acrylate OCCOC(C=C)=O.OCN(C=O)C=C